(5R)-3-((2-(amino(spiro[3.3]heptan-2-yl)methyl)imidazo[1,2-b]pyridazin-6-yl)methyl)-5-(trifluoromethyl)piperidin-2-one NC(C=1N=C2N(N=C(C=C2)CC2C(NC[C@@H](C2)C(F)(F)F)=O)C1)C1CC2(C1)CCC2